C(C)(C)(C)C1=NOC(=N1)C(=O)NCC1=C(C=C(C=C1)C1=NNC2=CC=C(C=C12)C1=CC=C(C=C1)N1CCN(CC1)CC=1C=C2CN(C(C2=CC1F)=O)C1C(NC(CC1)=O)=O)C 3-(tert-butyl)-N-(4-(5-(4-(4-((2-(2,6-dioxopiperidin-3-yl)-6-fluoro-1-oxoIsoindoline-5-yl)methyl)piperazin-1-yl)phenyl)-1H-indazol-3-yl)-2-methylbenzyl)-1,2,4-oxadiazole-5-formamide